ClC1=CSC2=C1NC(=C2)C(=O)N2[C@H]1CC([C@@H]([C@H]2C(=O)N[C@H](C[C@@H]2C(NCC2)=O)C#N)CC1)(F)F (1R,3S,4R)-2-(3-chloro-4H-thieno[3,2-b]pyrrole-5-carbonyl)-N-((R)-1-cyano-2-((R)-2-oxopyrrolidin-3-yl)ethyl)-5,5-difluoro-2-azabicyclo[2.2.2]octane-3-carboxamide